N-[5-(1H-benzimidazol-2-yl)-1-methyl-pyrazol-3-yl]-6-[2-(hydroxy-methyl)morpholin-4-yl]-2-methyl-pyridine-3-carboxamide N1C(=NC2=C1C=CC=C2)C2=CC(=NN2C)NC(=O)C=2C(=NC(=CC2)N2CC(OCC2)CO)C